(S)-6-(((1-(bicyclo[1.1.1]pentan-1-yl)-1H-1,2,3-triazol-4-yl)(2-methyl-1-oxo-1,2-dihydroisoquinolin-5-yl)methyl)amino)-8-chloro-4-(neopentylamino)quinoline-3-carbonitrile C12(CC(C1)C2)N2N=NC(=C2)[C@H](C2=C1C=CN(C(C1=CC=C2)=O)C)NC=2C=C1C(=C(C=NC1=C(C2)Cl)C#N)NCC(C)(C)C